6-{[(3-Ethylphenyl)amino]carbonyl}-2,5-diphenylcyclohex-3-ene-1-carboxylic acid C(C)C=1C=C(C=CC1)NC(=O)C1C(C=CC(C1C(=O)O)C1=CC=CC=C1)C1=CC=CC=C1